C[C@@]1([C@H]2C[C@H]3[C@@H](C(=O)C(=C([C@]3(C(=O)C2=C(C4=C1C=CC=C4O)O)O)[O-])C(=O)N)[NH+](C)C)O The molecule is a zwitterion obtained by transfer of a proton from the 2-hydroxy group to the 1-amino group of tetracycline. It is the major microspecies at pH 7.3 (according to Marvin v 6.2.0.). It has a role as an antibacterial drug, an antimicrobial agent, an antiprotozoal drug and a protein synthesis inhibitor. It is a zwitterion and an a tetracycline zwittterion. It is a conjugate base of a tetracycline. It is a conjugate acid of a tetracycline(1-).